N-[(1R)-1-(3-methoxyphenyl)ethyl]-4-pyridin-4-ylbenzamide COC=1C=C(C=CC1)[C@@H](C)NC(C1=CC=C(C=C1)C1=CC=NC=C1)=O